ClC1=NC=2C(CCCC2C=C1)=O 2-chloro-6,7-dihydro-5H-quinolin-8-one